6-[3-(1-adamantyl)-4-methoxyphenyl]-2-naphthoic acid methyl ester COC(=O)C1=CC2=CC=C(C=C2C=C1)C1=CC(=C(C=C1)OC)C12CC3CC(CC(C1)C3)C2